(1R)-2-Acetyl-5-[(cyclopropylmethyl)sulfonyl]-N-[4-(1,1,1,3,3,3-hexafluoro-2-hydroxypropan-2-yl)phenyl]-2,3-dihydro-1H-isoindol-1-carboxamid C(C)(=O)N1[C@H](C2=CC=C(C=C2C1)S(=O)(=O)CC1CC1)C(=O)NC1=CC=C(C=C1)C(C(F)(F)F)(C(F)(F)F)O